butylhydroxyisopropanol C(CCC)CC(C)(O)O